4-isonipecotoylpiperazine N1CCC(C(=O)N2CCNCC2)CC1